mono-L-methionine sulphate S(=O)(=O)(O)O.N[C@@H](CCSC)C(=O)O